4-((4-(5-chloro-6-oxo-4-(((R)-1-((R)-tetrahydro-2H-pyran-3-yl)ethyl)amino)pyridazin-1(6H)-yl)piperidin-1-yl)sulfonyl)benzonitrile ClC1=C(C=NN(C1=O)C1CCN(CC1)S(=O)(=O)C1=CC=C(C#N)C=C1)N[C@H](C)[C@@H]1COCCC1